L-1,3-dihydroxyacetone OCC(=O)CO